4-((1S,3r)-3-((4-(3-((2-((1S)-1-((tetrahydro-2H-pyran-2-yl)oxy)ethyl)-1H-imidazol-1-yl)methyl)isoxazole-5-yl)phenyl)ethynyl)cyclobutyl)morpholine O1C(CCCC1)O[C@@H](C)C=1N(C=CN1)CC1=NOC(=C1)C1=CC=C(C=C1)C#CC1CC(C1)N1CCOCC1